COC1=CC2=C([Se]C(=C2)C(C[C@H](C(=O)O)CC)=O)C=C1OC R-4-(5,6-dimethoxybenzo[b]selenophen-2-yl)-2-ethyl-4-oxo-butanoic acid